C(C)N1C(N(CC1)CC)CC 1,2,3-triethylimidazoline